N-salicyloyl-N'-salicylidenehydrazine C(C=1C(O)=CC=CC1)(=O)NN=CC=1C(O)=CC=CC1